Neodymium-iron-boron cyanide B(C#N)(C#N)C#N.[Fe].[Nd]